3-[6-methyl-5-(pyrrolidin-3-yloxy)pyrazin-2-yl]-7-(trifluoromethyl)-1H-indole CC1=C(N=CC(=N1)C1=CNC2=C(C=CC=C12)C(F)(F)F)OC1CNCC1